COC=1C=CC(=NC1)CO (5-methoxypyridine-2-yl)methanol